CC1CCC(=NC1)C1=CCN(CC1)C(=O)OCC1=CC=CC=C1 benzyl 5-methyl-3,4,5,5',6,6'-hexahydro-[2,4'-bipyridine]-1'(2'H)-carboxylate